ClC1=C(C=C(C=C1)F)C1N(C(C2=C3C(=CN=C(C3=CC(=C21)NC(C2=CC(=CC(=C2)C(F)(F)F)F)=O)NC)F)=O)CC2=CC=C(C=C2)OC N-(3-(2-chloro-5-fluorophenyl)-9-fluoro-2-(4-methoxybenzyl)-6-(methylamino)-1-oxo-2,3-dihydro-1H-pyrrolo[3,4-f]isoquinolin-4-yl)-3-fluoro-5-(trifluoromethyl)benzamide